CON(C(=O)C=1C=C(C=CC1)CN1N=NC(=C1)C1=CC=C(C=C1)C=1N=NN(C1)CC1=C2C=CC=C(C2=CC=C1)C(=O)O)C 5-[(4-{4-[1-({3-[methoxy(methyl)carbamoyl]phenyl}methyl)-1H-1,2,3-triazol-4-yl]phenyl}-1H-1,2,3-triazol-1-yl)methyl]naphthalene-1-carboxylic acid